tert-butyl (6-isobutyl-4-methylpyridin-3-yl)carbamate C(C(C)C)C1=CC(=C(C=N1)NC(OC(C)(C)C)=O)C